6-Chloro-N-[2-(2,2-difluoroethoxy)-6-methoxypyridin-3-yl]-1H-indol-3-sulfonamid ClC1=CC=C2C(=CNC2=C1)S(=O)(=O)NC=1C(=NC(=CC1)OC)OCC(F)F